C(CCCCCCCC=CCC=CCCCCC)(=O)OCC(COC(CCC(OCCCCCCCC)OCCCCCCCC)=O)COC(=O)OCCCN(CC)CC 3-((4,4-Bis(octyloxy)butanoyl)oxy)-2-((((3-(diethylamino)propoxy)carbonyl)oxy)methyl)propyl octadeca-9,12-dienoate